3-(5-methylpyrimidin-4-yl)benzaldehyde CC=1C(=NC=NC1)C=1C=C(C=O)C=CC1